3,3'-Dibromo-2,2'-dichloro-5-fluoro-1,1'-biphenyl BrC=1C(=C(C=C(C1)F)C1=C(C(=CC=C1)Br)Cl)Cl